COC(=O)C=1C(N(C2=CC(=CC=C2C1N)C(F)(F)F)CC1=NC=CC=C1)=O 4-amino-2-oxo-1-(pyridin-2-ylmethyl)-7-(trifluoromethyl)-1,2-dihydroquinoline-3-carboxylic acid methyl ester